ClC1=CC2=C(N=C(N2)C)C=C1C#C 5-chloro-6-ethynyl-2-methyl-3H-1,3-benzodiazole